2,3,4,5,6-pentafluorobenzylhydroxylamine FC1=C(CNO)C(=C(C(=C1F)F)F)F